benzoylbenzene-1,3-dicarboxylic acid C(C1=CC=CC=C1)(=O)C1=C(C=CC=C1C(=O)O)C(=O)O